CC=1C=C(C=CC1C)NC1=C(C=2N=C(C=NC2C=C1)OC)C#N 6-((3,4-dimethylphenyl)amino)-3-methoxyquinoxaline-5-carbonitrile